5,17-dimethylheptatriacontane CC(CCCC)CCCCCCCCCCCC(CCCCCCCCCCCCCCCCCCCC)C